2-[(5-chloropyridin-2-yl)carbamoyl]piperidine-1-carboxylate ClC=1C=CC(=NC1)NC(=O)C1N(CCCC1)C(=O)[O-]